CC1=C[C@H]([C@H](CC1)C(=C)C)OC(CC1=CC(=CC(=C1)OS(=O)(=O)C1=CC=C(C)C=C1)CC(=O)[O-])=O ((1R,6R)-3-methyl-6-(prop-1-en-2-yl) cyclohex-2-enyl)-5-(tosyloxy)-1,3-benzenediacetate